[4-(5-fluoro-1-methylindazol-6-yl)pyrazolo[3,4-c]pyridin-1-yl]acetic acid FC=1C=C2C=NN(C2=CC1C1=C2C(=CN=C1)N(N=C2)CC(=O)O)C